NC1=C(C=C(C=N1)C=1C=C2N(N1)CCC21CN(CC1)C(=O)NCC)OCC1=NN(C(=C1)C)C 2'-{6-amino-5-[(1,5-dimethyl-1H-pyrazol-3-yl)methoxy]pyridin-3-yl}-N-ethyl-5',6'-dihydrospiro[pyrrolidine-3,4'-pyrrolo[1,2-b]pyrazole]-1-carboxamide